(4-amino-1-tert-butyl-pyrazolo[3,4-d]pyrimidin-3-yl)-N-[1-(2-methoxyethyl)pyrazol-3-yl]-1H-indole-2-carboxamide NC1=C2C(=NC=N1)N(N=C2N2C(=CC1=CC=CC=C21)C(=O)NC2=NN(C=C2)CCOC)C(C)(C)C